P(=O)(OC(C)(C)C)(OC(C)(C)C)OCOC1=CC(=C2C(C(=COC2=C1)C1=CC=C(C=C1)O)=O)O Di-tert-butyl (((5-hydroxy-3-(4-hydroxyphenyl)-4-oxo-4H-chromen-7-yl)oxy)methyl) phosphate